COCC1(C=2CCCCC2C=2CCCCC12)COC 9,9-dimethoxymethyl-1,2,3,4,5,6,7,8-octahydrofluorene